indolecarboxylic acid (indole-3-carboxylate) N1C=C(C2=CC=CC=C12)C(=O)O.N1C(=CC2=CC=CC=C12)C(=O)O